(±)-tert-butyl ((1S*,2S*,5R*)-5-(benzyloxy)-2-fluorocyclohexyl)carbamate C(C1=CC=CC=C1)O[C@@H]1CC[C@@H]([C@H](C1)NC(OC(C)(C)C)=O)F |r|